C1(CCCC1)N(CC(=O)O)NC1=NC(=NC=C1F)C1=CNC2=NC=CC=C21 cyclopentyl-N-((5-fluoro-2-(1H-pyrrolo[2,3-b]pyridin-3-yl)pyrimidin-4-yl)amino)glycine